C(CC[NH3+])C[C@H](C(=O)O)[NH3+] The molecule is the D-enantiomer of lysinium(2+). It has a role as a bacterial metabolite and a fungal metabolite. It is a conjugate acid of a D-lysinium(1+). It is an enantiomer of a L-lysinium(2+).